CC=1N=C(C=2N(C1)C=C(N2)NC(=O)C2=C(C=C(S2)N2CC(N(CC2)C(=O)OC(C)(C)C)C)F)C tert-butyl 4-[5-([6,8-dimethylimidazo[1,2-a]pyrazin-2-yl]carbamoyl)-4-fluorothiophen-2-yl]-2-methylpiperazine-1-carboxylate